ClC1=NC(=NC(=C1)O[C@@H](C)[C@H]1N(C[C@@H](C1)F)C)C1=NOC(=N1)C(C)(C)C1=C(C=CC=C1F)F 4-Chloro-2-{5-[2-(2,6-difluorophenyl)propan-2-yl]-1,2,4-oxadiazol-3-yl}-6-[(1S)-1-[(2S,4R)-4-fluoro-1-methylpyrrolidin-2-yl]ethoxy]pyrimidine